(S)-3-((3-chloro-5-fluoro-2-methoxyphenyl)amino)-2-(3-(pyrrolidin-2-ylmethoxy)pyridin-4-yl)-1,5,6,7-tetrahydro-4H-pyrrolo[3,2-c]pyridin ClC=1C(=C(C=C(C1)F)NC1=C(NC2=C1CNCC2)C2=C(C=NC=C2)OC[C@H]2NCCC2)OC